4-((1R,5S)-3,8-diazabicyclo[3.2.1]octan-3-yl)-7-(8-chloronaphthalen-1-yl)-8-fluoro-2-((3-(fluoromethyl)tetrahydro-1H-pyrrolizin-7a(5H)-yl)methoxy)pyrido[4,3-d]pyrimidine [C@H]12CN(C[C@H](CC1)N2)C=2C1=C(N=C(N2)OCC23CCCN3C(CC2)CF)C(=C(N=C1)C1=CC=CC2=CC=CC(=C12)Cl)F